C1NCC2C1CN(C2)C2=CC=C(C=N2)CN2C1=NC(=NC(=C1NC2=O)N)P(=O)(C)C 9-[[6-(2,3,3a,4,6,6a-Hexahydro-1H-pyrrolo[3,4-c]pyrrol-5-yl)-3-pyridyl]methyl]-6-amino-2-dimethylphosphoryl-7H-purin-8-one